3-[4-cyano-3-(trifluoromethyl)anilino]-2-hydroxy-2-methyl-3-oxopropanoic acid C(#N)C1=C(C=C(NC(C(C(=O)O)(C)O)=O)C=C1)C(F)(F)F